methyl (3R,7aS)-3-(((tert-butyldiphenylsilyl)oxy)methyl)tetrahydro-1H-pyrrolizine-7a(5H)-carboxylate [Si](C1=CC=CC=C1)(C1=CC=CC=C1)(C(C)(C)C)OC[C@H]1CC[C@@]2(CCCN12)C(=O)OC